N-(3-(((2-((4-(((3-(1-acryloylpiperidin-3-yl)phenyl)amino)methyl)phenyl)amino)-5-(Trifluoromethyl)pyrimidin-4-yl)amino)methyl)pyrazin-2-yl)-N-methylmethanesulfonamide C(C=C)(=O)N1CC(CCC1)C=1C=C(C=CC1)NCC1=CC=C(C=C1)NC1=NC=C(C(=N1)NCC=1C(=NC=CN1)N(S(=O)(=O)C)C)C(F)(F)F